[2-Chloro-4-fluoro-5-(7-morpholin-4-yl-quinazolin-4-yl)phenyl]-(4-methoxypyrido-[3,4-d]pyridazin-1-yl)-methanol ClC1=C(C=C(C(=C1)F)C1=NC=NC2=CC(=CC=C12)N1CCOCC1)C(O)C1=C2C(=C(N=N1)OC)C=NC=C2